3-chlorobenzen ClC=1C=CC=CC1